1-Cyclopropyl-N-(5-(3,4-difluorophenoxy)-2-methoxyphenyl)-5-oxopyrrolidine-2-carboxamide C1(CC1)N1C(CCC1=O)C(=O)NC1=C(C=CC(=C1)OC1=CC(=C(C=C1)F)F)OC